FC(C1=NN=C(O1)C1=C(C=C(C=C1)C(C(=O)N)C1=C(C=CC=C1)F)S(NCC1=C(C=C(C=C1)OC)OC)(=O)=O)F {4-[5-(difluoromethyl)-1,3,4-oxadiazol-2-yl]-3-[(2,4-dimethoxybenzyl)sulfamoyl]phenyl}-2-(2-fluorophenyl)acetamide